OCCN(CCCNC(C(CCSCCC(=O)OCCCCCCCCCCCCC)NC(C(CCCCCCCC)CCCCCC)=O)=O)CCO tridecyl 3-((4-((3-(bis(2-hydroxyethyl)amino)propyl)amino)-3-(2-hexyldecanamido)-4-oxobutyl)thio)propanoate